1-(6-chloropyridin-2-yl)cyclopropane ClC1=CC=CC(=N1)C1CC1